ClC=1C(N(C(C1Cl)=O)CC1=CC=C(C=C1)NC(OC(C)(C)C)=O)O tert-Butyl (4-((3,4-dichloro-2-hydroxy-5-oxo-2,5-dihydro-1H-pyrrol-1-yl)methyl)phenyl)carbamate